(R)-2-((tert-butoxycarbonyl)amino)propyl 4-methylbenzenesulfonate CC1=CC=C(C=C1)S(=O)(=O)OC[C@@H](C)NC(=O)OC(C)(C)C